(S)-6-(3-Chloro-6-(difluoromethyl)-2-fluorophenyl)-N-(1-(1-(2-(methylsulfonyl)pyrimidin-5-yl)ethyl)-1H-pyrazol-4-yl)pyrazine-2-carboxamide ClC=1C(=C(C(=CC1)C(F)F)C1=CN=CC(=N1)C(=O)NC=1C=NN(C1)[C@@H](C)C=1C=NC(=NC1)S(=O)(=O)C)F